ClC=1C=C2CN(CC2=CC1C(F)(F)F)C(CCC1(C(NC(N1)=O)=O)C1=NC=CC=C1)=O 5-(3-(5-chloro-6-(trifluoromethyl)isoindolin-2-yl)-3-oxopropyl)-5-(pyridin-2-yl)imidazolidine-2,4-dione